1-(4-(trifluoromethyl)benzyl)piperidine-4-carboxylic acid FC(C1=CC=C(CN2CCC(CC2)C(=O)O)C=C1)(F)F